3-Isopropylpyrazolo[1,5-a]pyrimidine-5,7-diol C(C)(C)C=1C=NN2C1N=C(C=C2O)O